(1,1':2',1'':3'',1'''-quaterphenyl-5'-yl)-(phenanthren-9-yl)amine C1(=CC=CC=C1)C=1C(=CC=C(C1)NC=1C2=CC=CC=C2C=2C=CC=CC2C1)C1=CC(=CC=C1)C1=CC=CC=C1